FC1=C(C=C(C=C1)CC(=O)O)O 2-(4-fluoro-3-hydroxyphenyl)acetic acid